C(C)(C)(C)C=1OC=C(N1)C(C)O 1-(2-tert-butyl-oxazol-4-yl)ethanol